C(C)OP(=O)(OCC)CCCCCCCCCCCOC1=C(C(=C(C=C1)OC[C@H](CCCCCC)C)F)F 1-(11-diethoxyphosphorylundecoxy)-2,3-difluoro-4-[(2S)-2-methyloctoxy]benzene